OC1(COC1)CCC=1C=CC2=C(OC[C@@H](C(N2C)=O)NC(C2=NC=CC(=C2)OC2=CC=CC=C2)=O)C1 (S)-N-(8-((3-hydroxyoxetan-3-yl)ethyl)-5-methyl-4-oxo-2,3,4,5-tetrahydrobenzo[b][1,4]oxazepin-3-yl)-4-phenoxypicolinamide